3-(benzo[d]thiazol-6-yl)-6-(4-methoxyphenyl)-2-(6-methylpyridin-2-yl)-2H-pyrazolo[3,4-c]pyridin-7(6H)-one S1C=NC2=C1C=C(C=C2)C=2N(N=C1C(N(C=CC12)C1=CC=C(C=C1)OC)=O)C1=NC(=CC=C1)C